(1RS,3RS)-5'-bromo-4'-chloro-3-methoxy-1'-(4-methoxybenzyl)-1',2'-dihydrospiro[cyclopentane-1,3'-pyrrolo[2,3-b]pyridine] BrC=1C(=C2C(=NC1)N(C[C@]21C[C@@H](CC1)OC)CC1=CC=C(C=C1)OC)Cl |r|